ethyl 4-chloro-1-methyl-6-oxo-pyridine-3-carboxylate ClC=1C(=CN(C(C1)=O)C)C(=O)OCC